1,2-dipiperidinylethane C1CCN(CC1)CCN2CCCCC2